3-bromo-4-nitropyridine BrC=1C=NC=CC1[N+](=O)[O-]